3-amino-1-(1,5-dimethyl-1H-pyrazol-3-yl)pyridine-2(1H)-one NC=1C(N(C=CC1)C1=NN(C(=C1)C)C)=O